2-(4-fluorophenyl)-formylquinoline FC1=CC=C(C=C1)C1=NC2=CC=CC=C2C=C1C=O